COC1=NC2=CC(=CC(=C2N=C1)C=1SC2=C(N1)C=CC1=C2C[C@H](O1)[C@@H](C)O)C (R)-1-((S)-2-(2-methoxy-7-methylquinoxalin-5-yl)-7,8-dihydrobenzofuro[5,4-d]thiazol-7-yl)ethanol